ClC=1C=C2C(=NC(=NC2=C(C1C=1C=C(C=C2C=CC=NC12)O)F)N1CC(C1)N(C)C)N1C[C@H]2CC[C@@H](C1)N2C(=O)OC(C)(C)C tert-Butyl (1R,5S)-3-((S or R)-6-chloro-2-(3-(dimethylamino) azetidin-1-yl)-8-fluoro-7-(6-hydroxyquinolin-8-yl)quinazolin-4-yl)-3,8-diazabicyclo[3.2.1]octane-8-carboxylate